iso-octyl cyanoacrylate C(#N)C(C(=O)OCCCCCC(C)C)=C